C(C)(C)(C)OC(=O)N1C(=C(C=2N=C(SC21)C2CCC1(OCCO1)CC2)C=C)C=2C=C(C=1N(C2)N=CN1)OC 5-(8-methoxy-[1,2,4]triazolo[1,5-a]pyridin-6-yl)-2-(1,4-dioxaspiro[4.5]decan-8-yl)-6-vinyl-4H-pyrrolo[3,2-d]thiazole-4-carboxylic acid tert-butyl ester